(S)-1-(4-(2-(4-((R)-2-acetoxy-3-(N-(methylsulfonyl)acetamido)propoxy) phenyl)propan-2-yl)-2,6-dichlorophenoxy)-3-chloropropan-2-yl acetate C(C)(=O)O[C@@H](COC1=C(C=C(C=C1Cl)C(C)(C)C1=CC=C(C=C1)OC[C@@H](CN(C(C)=O)S(=O)(=O)C)OC(C)=O)Cl)CCl